BrC1=NOC(=C1)C(O)=C1C(NC2=CC(=C(C=C12)C1=CC=C(C=C1)N1CCOCC1)Cl)=O 3-[1-(3-Bromo-isoxazol-5-yl)-1-hydroxy-methylidene]-6-chloro-5-(4-morpholin-4-yl-phenyl)-1,3-dihydro-indol-2-one